1,1-bis(4-aminophenyl)-1-phenyl-2,2,2-trifluoroethane NC1=CC=C(C=C1)C(C(F)(F)F)(C1=CC=CC=C1)C1=CC=C(C=C1)N